N-((2R,4S)-2-ethyl-7-methyl-1,2,3,4-tetrahydroquinolin-4-yl)-2-oxo-6-(trifluoromethyl)-1,2-dihydropyridine-3-carboxamide C(C)[C@H]1NC2=CC(=CC=C2[C@H](C1)NC(=O)C=1C(NC(=CC1)C(F)(F)F)=O)C